N-(4-(9H-carbazol-9-yl)phenyl)-4-(naphthalen-1-yl)aniline C1=CC=CC=2C3=CC=CC=C3N(C12)C1=CC=C(C=C1)NC1=CC=C(C=C1)C1=CC=CC2=CC=CC=C12